α-terpinene-maleic anhydride C(C1=CC=C(C(C)C)CC1)/C/1=C/C(=O)OC1=O